ClC1=CC=CC(=N1)OCC1=C(C=C(C#N)C=C1)F 4-[(6-chloro-2-pyridyl)oxymethyl]-3-fluoro-benzonitrile